6-(dimethylphosphoryl)-2-methylpyrido[3,4-d]pyrimidin-4-ol CP(=O)(C)C1=CC2=C(N=C(N=C2O)C)C=N1